COC1=CC(=CC(=N1)C(=O)NC1=CC(=CC=C1)[C@H](C)SC1=NN=CN1C)C(F)(F)F (S)-6-methoxy-N-(3-(1-((4-methyl-4H-1,2,4-triazol-3-yl)thio)ethyl)phenyl)-4-(trifluoromethyl)picolinamide